bis(3-(2H-benzotriazol-2-yl)-4-hydroxytolyl)malonate N=1N(N=C2C1C=CC=C2)C=2C(=C(C=CC2O)C)C(C(=O)[O-])(C(=O)[O-])C2=C(C=CC(=C2N2N=C1C(=N2)C=CC=C1)O)C